C(CCCCCCCCCCC)N(CCCCCCNC(=O)C12CC3(CC(CC(C1)C3)(C2)C(=O)NCCCCCCN(CCCCCCCCCCCC)CCCCCCCCCCCC)C(=O)NCCCCCCN(CCCCCCCCCCCC)CCCCCCCCCCCC)CCCCCCCCCCCC N1,N3,N5-Tris(6-(didodecylamino)hexyl)adamantane-1,3,5-tricarboxamide